N-[4-[[1-(3,5-Dichlorophenyl)-4-piperidyl]sulfonyl]phenyl]-2-[methyl(methylsulfonyl)amino]benzamide ClC=1C=C(C=C(C1)Cl)N1CCC(CC1)S(=O)(=O)C1=CC=C(C=C1)NC(C1=C(C=CC=C1)N(S(=O)(=O)C)C)=O